C1(C(O)=C(O)[C@H](O1)[C@@H](O)CO)=N ascorbic acid imin